2-fluoro-5-(trifluoromethoxy)benzoic acid FC1=C(C(=O)O)C=C(C=C1)OC(F)(F)F